2,6-bis(4-carboxyphenylmethylene)cyclohexanone C(=O)(O)C1=CC=C(C=C1)C=C1C(C(CCC1)=CC1=CC=C(C=C1)C(=O)O)=O